4-([1,1'-Biphenyl]-4-yl)-2-(tert-butyl)-5-(propan-2-ylidene)-5H-benzo[d][1,3]diazepine C1(=CC=C(C=C1)C=1C(C2=C(N=C(N1)C(C)(C)C)C=CC=C2)=C(C)C)C2=CC=CC=C2